CC1CCC(CC1)C(NC(=O)C=1C(NC(=CC1)C(F)(F)F)=O)C1=CC=C(C=C1)C N-((4-methylcyclohexyl)(p-tolyl)methyl)-2-oxo-6-(trifluoromethyl)-1,2-dihydropyridine-3-carboxamide